CC=1N(C=C(N1)C(=O)OCC)C1=CC=CC=C1 ethyl 2-methyl-1-phenyl-1H-imidazole-4-carboxylate